C1(C=CC2=CC=CC=C12)[Zr]C1C=CC2=CC=CC=C12 Bis(indenyl)zirconium